CC1NC(C=2N(C1)C=CC2)=O 3-methyl-3,4-dihydropyrrolo[1,2-a]pyrazin-1(2H)-one